2-ethylhexylamine HBr Br.C(C)C(CN)CCCC